NC1=NC=NN2C1=C(C=C2C2CCN(CC2)C(C(C)C)=O)C=2C=CC(=NC2)C2OCCN1C2=C(C(N1C1=CC=CC=C1)=O)C(=O)N (5-(4-amino-7-(1-isobutyrylpiperidin-4-yl)pyrrolo[2,1-f][1,2,4]triazin-5-yl)pyridin-2-yl)-2-oxo-1-phenyl-2,4,6,7-tetrahydro-1H-pyrazolo[5,1-c][1,4]oxazine-3-carboxamide